FC=1C=CC(=NC1)NC1=NC=C(C(=O)NOC)C(=C1)NC1=C(C=CC=C1)N(S(=O)(=O)C)C 6-((5-fluoropyridin-2-yl)amino)-N-methoxy-4-((2-(N-methylmethanesulfonamido)phenyl)amino)nicotinamide